(hex-5-yloxy)undecylsilane CCCCC(C)OCCCCCCCCCCC[SiH3]